CC1=C(C=CC=C1C)C1=CC=C(C=C1)C(=O)N1[C@@H](C\C(\C1)=N/OC)CO (S,E)-(2',3'-dimethyl-[1,1'-biphenyl]-4-yl)(2-(hydroxymethyl)-4-(methoxyimino)pyrrolidin-1-yl)methanone